propyl-3-methylimidazole chlorochromate [Cr](=O)(=O)(O)Cl.C(CC)C1=NC=CN1C